trans-3-fluoro-4-((methylsulfonyl)oxy)piperidine-1-carboxylic acid tert-butyl ester C(C)(C)(C)OC(=O)N1C[C@H]([C@@H](CC1)OS(=O)(=O)C)F